6-(4-(3-fluorophenoxy)-1H-pyrrolo[2,3-b]pyridin-3-yl)pyrimidin-4-amine FC=1C=C(OC2=C3C(=NC=C2)NC=C3C3=CC(=NC=N3)N)C=CC1